phenethyl-Biguanide Hydrochloride Cl.C(CC1=CC=CC=C1)NC(=N)NC(=N)N